[S].CN1C(CCC1)=O N-methylpyrrolidone Sulfur